N-[3-(2-chloro-5-fluorophenyl)-6-{[(2,2-difluoroethyl)amino]methyl}-7-methoxy-1-oxo-2,3-dihydro-1H-isoindol-4-yl]-3-fluoro-5-(trifluoromethyl)benzamide ClC1=C(C=C(C=C1)F)C1NC(C2=C(C(=CC(=C12)NC(C1=CC(=CC(=C1)C(F)(F)F)F)=O)CNCC(F)F)OC)=O